2-(2-((tert-butyldimethylsilyl)oxy)ethoxy)pyrimidin-5-amine [Si](C)(C)(C(C)(C)C)OCCOC1=NC=C(C=N1)N